N-(3-(3-(4-Fluorophenyl)-4-oxo-3,4-dihydrophthalazin-1-yl)phenyl)-N-methylcyclopropaneSulfonamide FC1=CC=C(C=C1)N1N=C(C2=CC=CC=C2C1=O)C=1C=C(C=CC1)N(S(=O)(=O)C1CC1)C